(((R)-6-aminospiro[3.3]heptan-2-yl)oxy)nicotinamide NC1CC2(CC(C2)OC2=C(C(=O)N)C=CC=N2)C1